dimethoxyvinyl-methyl-silicon COC(=C[Si]C)OC